NCCNC(C1=CC(=C(C=C1)N1CCN(CC1)C(C1=CC=CC=C1)C1=CC=CC=C1)NC(=O)NC1CCCCC1)=O N-(2-aminoethyl)-3-[[(cyclohexylamino)carbonyl]amino]-4-[4-(diphenylmethyl)-1-piperazinyl]-benzamide